NC=1C(=NC2=C(C(=NC=C2C1NC1C2CN(C1C2)C(=O)OC(C)(C)C)Cl)F)SC tert-butyl (endo)-5-((3-amino-7-chloro-8-fluoro-2-(methylthio)-1,6-naphthyridin-4-yl)amino)-2-azabicyclo[2.1.1]hexane-2-carboxylate